N-((S)-3-((S)-3-Amino-2-oxopyrrolidin-1-yl)-5-methyl-2-oxohexyl)-2-chloro-N-(((S)-2-oxopyrrolidin-3-yl)methyl)acetamide trifluoroacetic acid salt FC(C(=O)O)(F)F.N[C@@H]1C(N(CC1)[C@H](C(CN(C(CCl)=O)C[C@H]1C(NCC1)=O)=O)CC(C)C)=O